FC=1C=C(C=CC1)C(C([Se]C1=CC=CC=C1)[Se]C1=CC=CC=C1)=O 1-(3-Fluorophenyl)-2,2-bis(phenylselanyl)ethan-1-one